3-(5-((4-chlorophenoxy)methyl)-1,2,4-oxadiazol-3-yl)bicyclo[1.1.1]pentane-1-carboxylic acid ClC1=CC=C(OCC2=NC(=NO2)C23CC(C2)(C3)C(=O)O)C=C1